(R)-3-bromo-2-hydroxy-2-methyl-N-(quinazolin-6-yl)propionamide BrC[C@](C(=O)NC=1C=C2C=NC=NC2=CC1)(C)O